BrCCC 1-Bromopropane